ClC1=C(N)C=C(C=C1)OCC1=CC=CC=C1 2-chloro-5-benzyloxyaniline